4-(5-(5-cyclopropyl-4,7-difluoro-3,3-dimethyl-2-oxoindolin-1-yl)-6-oxopyridazin-1(6H)-yl)butanoic acid C1(CC1)C=1C(=C2C(C(N(C2=C(C1)F)C1=CC=NN(C1=O)CCCC(=O)O)=O)(C)C)F